OC=1C=C2OC3=CC(C=CC3=[N+](C2=CC1)[O-])=O 7-Hydroxy-3-oxo-3H-phenoxazine-10-oxide